ClC1=C(C=NN1)C1=CC=C2C(=CN(C2=C1)CCN(CC)CC)C(=O)C1COC2=CC=C(C=C2C1)OC [6-(5-Chloro-1H-pyrazol-4-yl)-1-[2-(diethylamino)ethyl]indol-3-yl]-(6-methoxychroman-3-yl)methanone